C(C)(C)(C)C1=NN(C(=C1)C(=O)O)CCCCCO 3-(tert-butyl)-1-(5-hydroxypentyl)-1H-pyrazole-5-carboxylic acid